FC=1C=C(C=C2CC(CC12)CO)C(C(=O)N)(C)C [7-fluoro-2-(hydroxymethyl)indan-5-yl]-2-methyl-propanamide